C(C)(C)(C)[C@@H]1CC=2C=C3C(=NC2CC1)SC(=N3)C(=O)N[C@H](CCN3CCC(CC3)O)C3=CC(=CC=C3)C(NCCN3CCOCC3)=O (7S)-7-tert-butyl-N-[(1R)-3-(4-hydroxy-1-piperidyl)-1-[3-(2-morpholinoethylcarbamoyl)phenyl]propyl]-5,6,7,8-tetrahydrothiazolo[5,4-b]quinoline-2-carboxamide